3-((3s,4r)-4-hydroxytetrahydrofuran-3-yl)-8-(1-methyl-1H-pyrazol-4-yl)-6-(5-(trifluoromethyl)pyridin-2-yl)pyrido[3,4-d]pyrimidin-4(3H)-one O[C@@H]1[C@H](COC1)N1C=NC2=C(C1=O)C=C(N=C2C=2C=NN(C2)C)C2=NC=C(C=C2)C(F)(F)F